(2,2-difluoro-2-phenoxyacetamido)piperidine-1-carboxylic acid tert-butyl ester C(C)(C)(C)OC(=O)N1C(CCCC1)NC(C(OC1=CC=CC=C1)(F)F)=O